C1(=CC=C(C=C1)[C@](C([2H])([2H])[2H])([2H])N1N=CC2=CC=CC(=C12)C(=O)NC1CC2(CC(C2)C(=O)O)C1)C1=CC=CC=C1 |o1:6| (Sa)-6-(1-((R) or (S)-1-([1,1'-biphenyl]-4-yl)ethyl-1,2,2,2-d4)-1H-indazole-7-carboxamido)spiro[3.3]heptane-2-carboxylic acid